N-(4-(2-chloro-5-methylpyrimidine-4-yl)phenyl)-3,3-dimethylbutyramide ClC1=NC=C(C(=N1)C1=CC=C(C=C1)NC(CC(C)(C)C)=O)C